CC1(CCN(CC1)CC1=CC(=C(C=C1F)N1CC(NC2(C1)CCN(CC2)C2=NC=NC(=C2)F)=O)F)C 4-(4-((4,4-dimethylpiperidin-1-yl)methyl)-2,5-difluorophenyl)-9-(6-fluoropyrimidin-4-yl)-1,4,9-triazaspiro[5.5]undecan-2-one